C1=CC(=CC(=C1)O)CCC(=O)O 3-hydroxyphenylpropionic acid